Cl.Cl.ClC=1C=CC=C2C(=CN(C12)C\C=C\[C@H]1NCCC[C@@H]1O)C(=O)O 7-chloro-1-((E)-3-((2R,3S)-3-hydroxypiperidin-2-yl)allyl)-1H-indole-3-carboxylic acid dihydrochloride